C(CCC)(C1=CC(=C(C=C1C)O)C(C)(C)C)C1=CC(=C(C=C1C)O)C(C)(C)C 4,4'-Butylidenebis[2-tert-butyl-5-methylphenol]